CC(C#N)(C)C=1OC(=NN1)C1=CC2=C(C(C[C@@H](C(N2CC2=CC=C(C=C2)C=2C=NN(C2)C(F)(F)F)=O)N)(F)F)C=C1F 2-methyl-2-[5-[(3S)-3-amino-5,5,7-trifluoro-2-oxo-1-[[4-[1-(trifluoromethyl)pyrazol-4-yl]phenyl]methyl]-3,4-dihydro-1-benzazepin-8-yl]-1,3,4-oxadiazol-2-yl]propanenitrile